OC1=C(OC=CC1=O)CCC 3-Hydroxy-2-propylpyran-4-one